BrC1=CC=C(CN(C(=O)[C@H]2CN(CCC2)C=2C=C(OC(C(=O)N3CCN(CC3)C(=O)OC(C)(C)C)(C)C)C=C(C2)F)C2CC2)C=C1 tert-butyl (R)-4-(2-(3-(3-((4-bromobenzyl)(cyclopropyl)carbamoyl)piperidin-1-yl)-5-fluorophenoxy)-2-methylpropanoyl)piperazine-1-carboxylate